NC=1C=C(C(=CC1N)C1=CC=C(C=C1)C#N)C1=CC=C(C=C1)C#N 4',5'-diamino-[1,1':2',1''-terphenyl]-4,4''-dinitrile